5-(6-Methylaminopyrimidin-4-ylamino)-6-methoxy-1H-indazole CNC1=CC(=NC=N1)NC=1C=C2C=NNC2=CC1OC